3-(4-fluorophenyl)-4-carbonyl-1,4-dihydropyridine-2-carboxylate FC1=CC=C(C=C1)C1=C(NC=CC1=C=O)C(=O)[O-]